10,11-dihydro-5H-dibenzo[b,f]azepin-3-amine C1=CC(=CC=2NC3=C(CCC21)C=CC=C3)N